tert-butyl-3-((6-((4,4-difluorocyclohexyl)amino)-2-(methylthio)pyrimidin-4-yl)oxy)pyrrolidine-1-carboxylate C(C)(C)(C)OC(=O)N1CC(CC1)OC1=NC(=NC(=C1)NC1CCC(CC1)(F)F)SC